2,4,5-trifluorobenzyl-zinc chloride [Cl-].FC1=C(C[Zn+])C=C(C(=C1)F)F